bis((Z)-3-hexen-1-yloxy)methane C(C\C=C/CC)OCOCC\C=C/CC